2-(2-fluoro-5-methyl-4-((6-methylpyridin-2-yl)carbamoyl)phenyl)-7-(piperazin-1-yl)-9,10-dihydro-4H-benzo[d]pyrazolo[1,5-a][1,3]diazepine-3-carboxamide FC1=C(C=C(C(=C1)C(NC1=NC(=CC=C1)C)=O)C)C1=NN2C(NC3=C(CC2)C=C(C=C3)N3CCNCC3)=C1C(=O)N